BrC=1SC(=C(N1)C1=C(C=CC=C1C)C)C1=CC(=CC=C1)OC1CC(CC1)(C)C 2-bromo-5-[3-(3,3-dimethylcyclopentoxy)phenyl]-4-(2,6-dimethylphenyl)thiazole